C(C)(C)(C)OC(=O)N1C(CC(C(C1)C1=CC=CC=C1)N1CCCCC1)(C)C.CN(C1=CC(=CC=C1)I)C N,N-dimethyl-M-iodoaniline tert-Butyl-2,2-dimethyl-5-phenyl-4-(1-piperidyl)piperidine-1-carboxylate